COC1=C(C=CC(=C1)N1CCOCC1)NC1=NC2=C(C(=CC=C2C=N1)C)C1=NC=CC(=C1)NC(C=C)=O N-(2-(2-((2-methoxy-4-morpholinylphenyl)amino)-7-methylquinazolin-8-yl)pyridin-4-yl)acrylamide